(3-amino-6-(3,3-difluoroazetidin-1-yl)-1H-pyrazolo[3,4-b]pyridin-1-yl)(o-tolyl)methanone NC1=NN(C2=NC(=CC=C21)N2CC(C2)(F)F)C(=O)C2=C(C=CC=C2)C